FC1=C(C(=CC=C1C(=O)C1=NNC2=NC=C(C=C21)C2=CC=C(C=C2)O)F)NS(=O)(=O)CCC N-(2,6-Difluoro-3-(5-(4-hydroxyphenyl)-1H-pyrazolo[3,4-b]pyridin-3-carbonyl)phenyl)propan-1-sulfonamid